BrC1=NN(C(=N1)N1CCCC1)C(C)C 3-Bromo-1-isopropyl-5-(pyrrolidin-1-yl)-1H-1,2,4-triazole